NCCC1=CC=CC=2NC(N(C21)C)=O 4-(2-Aminoethyl)-3-methyl-2-oxo-benzimidazol